N-(3-aminopropyl)-N,N'-bis-(palmityl-oxyethyl)-piperazinium bromide [Br-].NCCC[N+]1(CCN(CC1)CCOCCCCCCCCCCCCCCCC)CCOCCCCCCCCCCCCCCCC